2-Bromo-5-[3-(trifluoromethyl)azetidin-1-yl]pyrazine BrC1=NC=C(N=C1)N1CC(C1)C(F)(F)F